4-(trifluoromethyl)nicotinaldehyde FC(C1=CC=NC=C1C=O)(F)F